C(C=C)(=O)OCCC1=CC=C(C=C1)C(C)C 2-(4-(1-methyl-ethyl)phenyl)ethyl acrylate